N,N-dimethyl-2-((2-(pyridin-2-yl)pyrimidin-5-yl)oxy)acetamide CN(C(COC=1C=NC(=NC1)C1=NC=CC=C1)=O)C